7-Chloro-5-(2-fluorophenyl)imidazo[1,2-a]Quinoxaline-4(5H)-on ClC=1C=C2N(C(C=3N(C2=CC1)C=CN3)=O)C3=C(C=CC=C3)F